methyl N-(3-((tert-butoxycarbonyl)amino)propanoyl)-N-methyl-L-valinate C(C)(C)(C)OC(=O)NCCC(=O)N([C@@H](C(C)C)C(=O)OC)C